2-(2-(tert-butoxy)ethoxy)-8-((2-chloro-4-ethylphenyl)amino)-7-methyl-3,4-dihydro-2,7-naphthyridine-1,6(2h,7h)-dione C(C)(C)(C)OCCON1C(C2=C(N(C(C=C2CC1)=O)C)NC1=C(C=C(C=C1)CC)Cl)=O